CO[C@@H]([C@H](NC(C[C@H]1N(C(CC1)=O)CC1=C(C(=CC(=C1)F)F)F)=O)C(=O)N[C@@H](C)C(=O)OC)C Methyl O-methyl-N-(2-((S)-5-oxo-1-(2,3,5-trifluorobenzyl)pyrrolidin-2-yl)acetyl)-L-threonyl-L-alaninate